O=S1(CC(C1)OC1=CC=C(C=C1)N1CCCC1)=O 1-(4-((1,1-dioxidothietan-3-yl)oxy)phenyl)pyrrolidin